The molecule is a member of benzimidazoles, a member of pyridines and a sulfoxide. It has a role as an EC 3.6.3.10 (H(+)/K(+)-exchanging ATPase) inhibitor and an anti-ulcer drug. CC1=C(C=CN=C1CS(=O)C2=NC3=CC=CC=C3N2)OCC(F)(F)F